C(C)(C)(C)OC(=O)N1C2CN(CC1C2)CC=2N=C1N(C=CC(=C1)C1=C(C(=CC=C1OC)Cl)Cl)C2 3-((7-(2,3-dichloro-6-methoxyphenyl)imidazo[1,2-a]pyridin-2-yl)methyl)-3,6-diazabicyclo[3.1.1]heptane-6-carboxylic acid tert-butyl ester